(S)-2-Methyl-N-(1-(2-methyl-7-(thiazol-2-yl)quinolin-5-yl)cyclopropyl)-5-((1-methylazetidin-2-yl)methoxy)benzamide CC1=C(C(=O)NC2(CC2)C2=C3C=CC(=NC3=CC(=C2)C=2SC=CN2)C)C=C(C=C1)OC[C@H]1N(CC1)C